2-(8-((2-butyl-4-oxo-1,3-diazaspiro[4.4]non-1-en-3-yl)methyl)isoquinolin-6-yl)-N-(4,5-dimethylisoxazol-3-yl)-N-(methoxymethyl)benzenesulfonamide C(CCC)C1=NC2(C(N1CC=1C=C(C=C3C=CN=CC13)C1=C(C=CC=C1)S(=O)(=O)N(COC)C1=NOC(=C1C)C)=O)CCCC2